O(C1=CC=CC=C1)C1=CC=C(C(=O)NCC(=O)O)C=C1 (4-phenoxybenzoyl)glycine